C(C(=O)O)(=O)O.O1C(C(CC1)CO)CO tetrahydrofuran-dimethanol oxalate